O[C@H]([C@@H](C(=O)N1CCCC1)N[C@@H](CO)C1=CC=CC=C1)C1=NC=C(C=C1)OC (2S,3R)-3-hydroxy-2-(((R)-2-hydroxy-1-phenylethyl)amino)-3-(5-methoxypyridin-2-yl)-1-(pyrrolidin-1-yl)propan-1-one